methyl (4S)-4-[(tert-butoxycarbonyl)amino]hex-5-ynoate C(C)(C)(C)OC(=O)N[C@@H](CCC(=O)OC)C#C